C1(CC1)CN1C(C2=CC=C(C=C2C(C12CCCC2)C(=O)O)C2=C(C=CC=C2)C(F)(F)F)=O 2'-(cyclopropylmethyl)-1'-oxo-6'-(2-(trifluoromethyl)phenyl)-1',4'-dihydro-2'H-spiro[cyclopentane-1,3'-isoquinoline]-4'-carboxylic acid